C1(CC1)C1=CC=C(N=N1)NC(OC(C)(C)C)=O tert-butyl (6-cyclopropylpyridazin-3-yl)carbamate